C[C@]12[C@H](CNC1)CN(C2)C(=O)OC(C)(C)C Tert-butyl (3aS,6aR)-3a-methylhexahydropyrrolo[3,4-c]pyrrole-2(1H)-carboxylate